C(C)(C)N1CC(C(C(C1)=CC1=C(C=CC=C1)OC)=O)=CC1=C(C=CC=C1)OC 1-Isopropyl-3,5-bis(2-methoxybenzylidene)piperidin-4-one